N-(4-(1-methyl-1H-pyrazol-3-yl)-2-phenyl-5,6,7,8-tetrahydroquinazolin-7-yl)methanesulfonamide CN1N=C(C=C1)C1=NC(=NC=2CC(CCC12)NS(=O)(=O)C)C1=CC=CC=C1